5-bromo-3-(trifluoromethyl)-2-toluonitrile BrC1=CC(=C(C(=C1)C)C#N)C(F)(F)F